CC1(CC=C2C3=CC=CC=C3C2=C1)C 3,3-dimethylbiphenylene